NC=1C=CC(=C2CN(C(C12)=O)CC(C#N)=C)C1=CC2=C(N=CS2)C=C1 2-{[7-amino-4-(1,3-benzothiazol-6-yl)-1-oxo-2,3-dihydro-1H-isoindol-2-yl]methyl}prop-2-enenitrile